N-cyclobutyl-N2-[2-(3-methoxyphenyl)[1,2,4]triazolo[1,5-c]quinazolin-5-yl]-D-alaninamide C1(CCC1)NC([C@H](NC1=NC=2C=CC=CC2C=2N1N=C(N2)C2=CC(=CC=C2)OC)C)=O